C(C)(C)(C)OC(=O)N1CCC2(CNC2C2=NC=NC=C2OC2=C(C=C(C=C2)F)C2=NC=NN2C(C)C)CC1 (5-{4-fluoro-2-[1-(prop-2-yl)-1H-1,2,4-triazol-5-yl]Phenoxy}pyrimidin-4-yl)-2,7-diazaspiro[3.5]Nonane-7-carboxylic acid tert-butyl ester